(Z)-3-METHYLPENT-2-ene C/C(=C/C)/CC